Cl.N1=CN=C2NC=NC2=C1N1CCSC(=C1)C(=O)N[C@@H]1CNCC1 (S)-4-(9H-purin-6-yl)-N-(pyrrolidin-3-yl)-3,4-dihydro-2H-1,4-thiazine-6-carboxamide hydrochloride